[Ir].C1(=CC(=CC=C1)C1=NC=CC(=C1)C(C)(C)C)C1=CC=CC=C1.C1(=CC(=CC=C1)C1=NC=CC(=C1)C(C)(C)C)C1=CC=CC=C1.C1(=CC(=CC=C1)C1=NC=CC(=C1)C(C)(C)C)C1=CC=CC=C1 tris(2-(biphenyl-3-yl)-4-tert-butylpyridine) iridium